3-(allyloxy)-5-methoxypiperidine trifluoroacetate salt FC(C(=O)O)(F)F.C(C=C)OC1CNCC(C1)OC